(R)-p-nitrophenethylamine [N+](=O)([O-])C1=CC=C(CCN)C=C1